[Si](C)(C)(C(C)(C)C)OC[C@H]1N([C@H](C[C@H]1N(C(C(F)(F)F)=O)CC1=CC=C(C=C1)OC)C(F)(F)F)C(=O)OCC1=CC=CC=C1 benzyl (2S,3R,5R)-2-(((tert-butyldimethylsilyl)oxy)methyl)-3-(2,2,2-trifluoro-N-(4-methoxybenzyl)acetamido)-5-(trifluoromethyl)pyrrolidine-1-carboxylate